C(C)OC(N(C1=NC=C(C=C1)C=1C=NC(=NC1)OC)[C@@H]1CC[C@H](CC1)NC1=NC=C(C(=N1)C1=C(C=NN1C)Cl)C#N)=O ethyl(trans-4-((4-(4-chloro-1-methyl-1H-pyrazol-5-yl)-5-cyanopyrimidin-2-yl)amino)cyclohexyl)(5-(2-methoxypyrimidin-5-yl)pyridin-2-yl)carbamate